N1(CCC1)C=1C2=C(N=CN1)N(C(=C2)C2=CC=C(C=C2)NC(=O)C2=NC=CC(=C2)CN2C[C@@H](CCC2)NC(OC(C)(C)C)=O)COCC[Si](C)(C)C tert-butyl (R)-(1-((2-((4-(4-(azetidin-1-yl)-7-((2-(trimethylsilyl)ethoxy)methyl)-7H-pyrrolo[2,3-d]pyrimidin-6-yl)phenyl)carbamoyl)pyridin-4-yl)methyl)piperidin-3-yl)carbamate